maleic acid, mono-2-acryloxyethyl ester C(\C=C/C(=O)[O-])(=O)OCCOC(C=C)=O